C1(CCC1)OCC1=C(C=CC=C1)NC(\C=C\C1=CC=C2C=NNC2=C1)=O (E)-N-(2-(cyclobutoxymethyl)phenyl)-3-(1H-indazol-6-yl)acrylamide